N[C@H](CC(=O)O)CC=1SC=CC1 (R)-3-amino-4-(2-thienyl)butanoic acid